4-Bromo-2-(1-(phenylsulfonyl)-1H-pyrrolo[2,3-b]pyridin-3-yl)thiazole BrC=1N=C(SC1)C1=CN(C2=NC=CC=C21)S(=O)(=O)C2=CC=CC=C2